5-chloro-1'-(2-{2-[(cis)-3-hydroxy-3-methylcyclobutyl]-7-(trifluoromethyl)-2H-1,2,3-benzotriazol-5-yloxy}ethyl)spiro[indoline-3,4'-piperidin]-2-one ClC=1C=C2C(=CC1)NC(C21CCN(CC1)CCOC1=CC=2C(=NN(N2)C2CC(C2)(C)O)C(=C1)C(F)(F)F)=O